C(C)(C)(C)OC(=O)N1C2CN(CC1CC2)C=2C=1N(N=CC2)C=C(C1)C1=CN=NC(=C1)N(C)C 3-(6-(6-(dimethylamino)pyridazin-4-yl)pyrrolo[1,2-b]pyridazin-4-yl)-3,8-diazabicyclo[3.2.1]octane-8-carboxylic acid tert-butyl ester